CC=1N=C(SC1C)C(=O)N[C@H](C(=O)NC=1C(N(C=CC1)CC(=O)NC1C2CC3CC(CC1C3)C2)=O)CCC(C(=O)NC)=O (S)-2-(4,5-dimethylthiazole-2-carboxamido)-N1-(1-(2-(2-adamantylamino)-2-oxoethyl)-2-oxo-1,2-dihydropyridin-3-yl)-N6-methyl-5-oxohexanediamide